N1C=C(C2=CC=CC=C12)C(N)=S 1H-indole-3-thiocarboxamide